FC(C(=O)O)(F)F.NC=1C(=NC(=CN1)C1=C(C=CC(=C1)[C@@](C(F)(F)F)(CO)O)C([2H])([2H])[2H])C(=O)NC1CC(C1)C#N 3-Amino-N-((1s,3R)-3-cyanocyclobutyl)-6-(2-(methyl-d3)-5-((S)-1,1,1-trifluoro-2,3-dihydroxypropan-2-yl)phenyl)pyrazine-2-carboxamide, trifluoroacetate salt